N1N=NC2=C1C=CC(=C2)C2=CC1=C(NN=N1)C=C2 1H,1'H-5,5'-bibenzo[d][1,2,3]triazole